ClC1=CC=C(OC2CCN(CC2)C)C=C1 4-(4-chlorophenoxy)-1-methylpiperidine